2-methyl-3-((6-(trifluoromethyl)pyridazin-3-yl)methyl)naphthalene-1,4-dione CC=1C(C2=CC=CC=C2C(C1CC=1N=NC(=CC1)C(F)(F)F)=O)=O